7-fluorobenzo[b]thiophene-3-carbonitrile bis(2,2,2-Trifluoroacetic acid) salt FC(C(=O)O)(F)F.FC(C(=O)O)(F)F.FC1=CC=CC2=C1SC=C2C#N